tert-Butyl (2S,4R)-2-(2-(2-(4-bromo-6-chloro-1-(tetrahydro-2H-pyran-2-yl)-1H-indazol-5-yl)ethoxy)ethyl)-2-hydroxy-6-azaspiro[3.5]nonane-6-carboxylate BrC1=C2C=NN(C2=CC(=C1CCOCCC1(CC2(C1)CN(CCC2)C(=O)OC(C)(C)C)O)Cl)[C@H]2OCCCC2